O=C1NC(CCC1N1CC2=CC=C(C=C2C1=O)C#CC1=CC=C(CN2CCN(CC2)C2=NC=C(C(=O)N3CCC(CC3)CCCCNC(\C=C\C=3C=NC=CC3)=O)C=C2)C=C1)=O (E)-N-(4-(1-(6-(4-(4-((2-(2,6-dioxopiperidin-3-yl)-3-oxoisoindoline-5-yl)ethynyl)benzyl)piperazin-1-yl)nicotinoyl)piperidin-4-yl)butyl)-3-(pyridin-3-yl)acrylamide